4-{4-[(1-{[4-(propan-2-yl)phenyl]carbamoyl}-DL-prolyl)amino]phenyl}pyridine-2-carboxylic acid CC(C)C1=CC=C(C=C1)NC(=O)N1[C@@H](CCC1)C(=O)NC1=CC=C(C=C1)C1=CC(=NC=C1)C(=O)O |r|